(S)-(2-(4-(4-acryloylpiperazin-1-yl)-6-chloro-8-fluoroquinazolin-7-yl)-3-fluoro-phenoxy)methyl-phosphonic acid C(C=C)(=O)N1CCN(CC1)C1=NC=NC2=C(C(=C(C=C12)Cl)C1=C(OCP(O)(O)=O)C=CC=C1F)F